ClC=1C(=CC(=C(C1)S(=O)(=O)NC=1SC=CN1)F)N[C@@H](CC)C1=CC=CC=C1 (S)-5-chloro-2-fluoro-4-((1-phenylpropyl)amino)-N-(thiazol-2-yl)benzenesulfonamide